(2R)-2-(4-ethylpiperazin-1-yl)-N-(3-{2-[(3-methoxy-1-methyl-1H-pyrazol-4-yl)amino]pyrimidin-4-yl}-1H-indol-7-yl)propanamide C(C)N1CCN(CC1)[C@@H](C(=O)NC=1C=CC=C2C(=CNC12)C1=NC(=NC=C1)NC=1C(=NN(C1)C)OC)C